8-(4-Acrylamidopyridin-2-yl)-2-((2-chloro-4-(4-methylpiperazin-1-yl)phenyl)amino)quinazoline-7-carboxamide C(C=C)(=O)NC1=CC(=NC=C1)C=1C(=CC=C2C=NC(=NC12)NC1=C(C=C(C=C1)N1CCN(CC1)C)Cl)C(=O)N